ClC1=CC=C2C(=C1)NC([C@]21N(C(C=2C1=C(N(C2)C=2C(=NC(=NC2)OC)OC)C(C)C)=O)C2=CC(=C(C=C2)F)Cl)=O (3S)-6-chloro-2'-(3-chloro-4-fluorophenyl)-5'-(2,4-dimethoxypyrimidin-5-yl)-6'-(propan-2-yl)-1,2,3',5'-tetrahydro-2'h-spiro[indole-3,1'-pyrrolo[3,4-c]pyrrole]-2,3'-dione